4-[(2H3)methyl]-1,4-dihydro-5-tetraazolone C(N1N=NNC1=O)([2H])([2H])[2H]